3-{4-Chloro-2-[3-(2,4-diamino-6-ethylpyrimidin-5-yloxy)propoxy]phenyl}-N-hydroxyacrylamide ClC1=CC(=C(C=C1)C=CC(=O)NO)OCCCOC=1C(=NC(=NC1CC)N)N